(R)-4-(1-fluoro-1-((3-fluorophenyl)sulfonyl)ethyl)-N-(2-(hydroxy-methyl)pyridin-4-yl)piperidine-1-carboxamide F[C@](C)(S(=O)(=O)C1=CC(=CC=C1)F)C1CCN(CC1)C(=O)NC1=CC(=NC=C1)CO